ClC1=C(OCC(=O)OCC(C)OCCCC)C=CC(=C1)Cl 2-butoxypropyl (2,4-dichlorophenoxy)acetate